ClC=1C=C(C=CC1C(=O)N1CCNCC1)NC(=O)C=1N(C(=CN1)C1=C(C=C(C=C1)OCF)F)C N-(3-chloro-4-(piperazine-1-carbonyl)phenyl)-5-(2-fluoro-4-(fluoromethoxy)phenyl)-1-methyl-1H-imidazole-2-carboxamide